tert-butyl 4-[(3S)-4-benzyloxycarbonyl-3-(cyanomethyl)piperazin-1-yl]-2-[(1R)-2,2-dimethoxy-1-methyl-ethoxy]-6,8-dihydro-5H-pyrido[3,4-d]pyrimidine-7-carboxylate C(C1=CC=CC=C1)OC(=O)N1[C@H](CN(CC1)C=1C2=C(N=C(N1)O[C@@H](C(OC)OC)C)CN(CC2)C(=O)OC(C)(C)C)CC#N